B(O)(O)O.CC1=C(C2=CC3=CC=CC=C3N=C2C=C1)C dimethyl-acridine borate